C(C)(C)(C)OC(=O)N1CCC(CC1)C=1C=C2C(=CNC2=CC1)CC(F)F 4-(3-(2,2-difluoroethyl)-1H-indol-5-yl)piperidine-1-carboxylic acid tert-butyl ester